COC=1C=C(C=CC1OC)C1=CC=NC=2N1N=C(C2)C(=O)NC2=CC=C(C(=O)N[C@H](C)C(=O)OC)C=C2 methyl (4-(7-(3,4-dimethoxyphenyl) pyrazolo[1,5-a]pyrimidine-2-carboxamido)benzoyl)-D-alaninate